calcium 2,4,6-triethylbenzenesulfinate C(C)C1=C(C(=CC(=C1)CC)CC)S(=O)[O-].[Ca+2].C(C)C1=C(C(=CC(=C1)CC)CC)S(=O)[O-]